(S)-N-(3-(1-((2-ethyl-2H-pyrazolo[3,4-b]pyrazin-6-yl)amino)ethyl)phenyl)-2-(3-(trifluoromethyl)phenyl)acetamide C(C)N1N=C2N=C(C=NC2=C1)N[C@@H](C)C=1C=C(C=CC1)NC(CC1=CC(=CC=C1)C(F)(F)F)=O